5-(1-piperidylsulfonyl)-1H-indole N1(CCCCC1)S(=O)(=O)C=1C=C2C=CNC2=CC1